2-(4-bromophenyl)-1-(4-(t-butyl)phenyl)-1H-phenanthroimidazole BrC1=CC=C(C=C1)C=1N(C2=C(N1)C=1C=CC=3C=CC=CC3C1C=C2)C2=CC=C(C=C2)C(C)(C)C